6,12-diformylindolo[3,2-b]carbazole C(=O)C=1C=2C(=C(C3=NC4=CC=CC=C4C13)C=O)C1=CC=CC=C1N2